2-(4-(3-isopropyl-2-(8-(trifluoromethyl)imidazo[1,2-a]pyridin-6-yl)-1H-indol-5-yl)piperidin-1-yl)-N-methylacetamide C(C)(C)C1=C(NC2=CC=C(C=C12)C1CCN(CC1)CC(=O)NC)C=1C=C(C=2N(C1)C=CN2)C(F)(F)F